2-(6-((cis)-2,6-dimethylmorpholino)-3-iodopyridin-2-yl)-1,6-naphthyridin C[C@@H]1O[C@@H](CN(C1)C1=CC=C(C(=N1)C1=NC2=CC=NC=C2C=C1)I)C